COC1=CC=C(C=C1)C1=CC(=CC(O1)=O)N1CCOCC1 6-(4-methoxyphenyl)-4-morpholino-2H-pyran-2-one